C(CCCCC(=O)O)(=O)O.C=CCC butene adipate